NCCC[Si](OCC)(C)C 3-aminopropyldimethylethoxy-silane